2-bromo-4-(pyrrolidin-1-yl)pyridine tert-butyl-1-((N-methylacetamido)methyl)-3-triphenylmethyl-3,8-diazabicyclo[3.2.1]octan-8-carboxylate C(C)(C)(C)OC(=O)N1C2(CN(CC1CC2)C(C2=CC=CC=C2)(C2=CC=CC=C2)C2=CC=CC=C2)CN(C(C)=O)C.BrC2=NC=CC(=C2)N2CCCC2